methyl-17,17-dimethyl-1-oxa-4,6-diaza-heptadecane-2,7-dione CC(C(O)=O)NCNC(CCCCCCCCCC(C)C)=O